OCC1CCC2=CC=CC=C12 (hydroxymethyl)-2,3-dihydro-1H-inden